FC=1C(=NC2=CC=CC=C2C1)C(F)(F)F 3-fluoro-2-(trifluoromethyl)quinoline